COC1=CC(=NC=C1OC)CO (4,5-dimethoxy-2-pyridinyl)methanol